COC([C@@](CC1C(NCC1)=O)(C)NC(=O)OCC1=CC=CC=C1)=O.C(CCCCCCC)OC1=CSC=C1 3-(octyloxy)thiophene (2S)-methyl-2-(((benzyloxy)carbonyl)amino)-2-methyl-3-(2-oxopyrrolidin-3-yl)propanoate